ClC1=CC=C(C=C1)CC(C(=O)OC)CC(=O)OC(C)(C)C O4-tert-butyl O1-methyl 2-[(4-chlorophenyl)methyl]butanedioate